CC1=CC=C2C(C(=NNC2=C1)OC1=CC(=CC=C1)C(F)(F)F)=O 7-methyl-3-(3-(trifluoromethyl)phenoxy)cinnolin-4(1H)-one